CC(C)(OC(=O)NCCC(C)OC(OCCl)=O)C Carbonic acid chloromethyl 3-[[(1,1-dimethylethoxy)carbonyl]amino]-1-methylpropyl ester